(1H-1,2,3-triazol-1-yl)methanethiol N1(N=NC=C1)CS